C(#N)C1=CC(=C(COC2=CC=C3CCN(C(C3=C2)C)C(=O)OC(C)(C)C)C=C1)F tert-butyl 7-((4-cyano 2-fluorobenzyl) oxy)-1-methyl-3,4-dihydroisoquinoline-2(1H)-carboxylate